C12CCCCCC2=NCCC1 8-azabicyclo[5.4.0]undec-7-ene